NC=1C(=NN(C1)CC)C(=O)N1CCC(CC1)C1=C2C(=NC=C1)NC(=N2)C2CCOCC2 (4-amino-1-ethyl-pyrazol-3-yl)-[4-(2-tetrahydropyran-4-yl-3H-imidazo[4,5-b]pyridin-7-yl)-1-piperidyl]methanone